[C@H]1(CCC2=CC=CC=C12)NC(=O)C=1C=2C[C@@H]3[C@H](C2N(N1)C(C)(C)C)C3 (1aR,5aR)-2-tert-Butyl-1a,2,5,5a-tetrahydro-1H-2,3-diaza-cyclopropa[a]pentalene-4-carboxylic acid (R)-indan-1-ylamide